C(=O)(OC(C)(C)C)N1C[C@@H](CC1)C(=O)O (R)-1-BOC-pyrrolidine-3-carboxylic acid